racemic-8-fluoro-1-(methylamino)-6-oxo-1,4,5,6-tetrahydrobenzo[c][1,7]naphthyridine-3(2H)-carboxylic acid tert-butyl ester C(C)(C)(C)OC(=O)N1C[C@@H](C=2C3=C(C(NC2C1)=O)C=C(C=C3)F)NC |r|